(3R,6S,9aS)-3,6-diisobutyl-8-(1-methylpiperidin-4-yl)-1-((E)-3-(2-morpholinothiazol-4-yl)acryloyl)tetrahydropyrazino[2,1-c][1,2,4]oxadiazine-4,7(3H,6H)-dione C(C(C)C)[C@@H]1C(N2[C@@H](N(O1)C(\C=C\C=1N=C(SC1)N1CCOCC1)=O)CN(C([C@@H]2CC(C)C)=O)C2CCN(CC2)C)=O